CP(CC1CCNCC1)(C)=O dimethyl-(piperidin-4-ylmethyl)phosphine oxide